alpha-n-butylamino-pregn-5-en C(CCC)NCC[C@H]1CC[C@H]2[C@@H]3CC=C4CCCC[C@]4(C)[C@H]3CC[C@]12C